BrC=1C=C(C=C2C(=NC(=NC12)CC)N)C 8-bromo-2-ethyl-6-methylquinazolin-4-amine